(±)-4-Chloro-6a,7,9,10-tetrahydropyrazino[1,2-d]pyrimido[5',4':4,5]pyrido[3,2-b][1,4]oxazine ClC1=NC=NC2=C1C=1OC[C@@H]3N(C1N=C2)CCNC3 |r|